ClC1=CC=C(C=C1)C1=NC(=C2C(=N1)N(N=C2)C2CCN(CC2)C(=O)OC(C)(C)C)NCC2=CC=C(C=C2)OC tert-butyl 4-(6-(4-chloro phenyl)-4-((4-methoxybenzyl)amino)-1H-pyrazolo[3,4-d]pyrimidin-1-yl)piperidine-1-carboxylate